Benzyl 3-cyano-4-(2-fluorophenyl)-2-(((trifluoromethyl) sulfonyl) oxy)-5,8-dihydro-1,7-naphthyridine-7(6H)-carboxylate C(#N)C=1C(=NC=2CN(CCC2C1C1=C(C=CC=C1)F)C(=O)OCC1=CC=CC=C1)OS(=O)(=O)C(F)(F)F